C(C)(C)(C)C1=CC=C(C=C1)C1=NC2=C(N1)C=CC=C2C(=O)N 2-(4-tert-Butylphenyl)-1H-benzo[d]imidazol-4-carboxamide